C(=O)(O)[C@@H]([C@H](C(=O)[O-])O)O (2R,3R)-3-carboxy-2,3-dihydroxypropanoate